N-[(1R)-1-(6-ethoxypyridin-3-yl)-2,2-difluoro-2-(phenylsulfonyl)ethyl]-2-methylpropane-2-sulfinamide C(C)OC1=CC=C(C=N1)[C@H](C(S(=O)(=O)C1=CC=CC=C1)(F)F)NS(=O)C(C)(C)C